2-[(6-fluoro-2-tetrahydropyran-4-yl-imidazo[4,5-b]pyridin-3-yl)methoxy]ethyl-trimethyl-silane FC=1C=C2C(=NC1)N(C(=N2)C2CCOCC2)COCC[Si](C)(C)C